3-(6,7-Dimethoxy-quinolin-4-yloxy)-phenol COC=1C=C2C(=CC=NC2=CC1OC)OC=1C=C(C=CC1)O